6-amino-1,4-diazepan-triacetate NC1CNCC(N(C1)CC(=O)[O-])(CC(=O)[O-])CC(=O)[O-]